CC=1C(=C2C=CNC2=C(C1)C)C[C@H]1[C@@H](CC2(CC(C2)(F)F)CC1)C1=CC=C(C(=O)O)C=C1 4-((6r,7s)-7-((5,7-dimethyl-1H-indol-4-yl)methyl)-2,2-difluorospiro[3.5]nonan-6-yl)benzoic acid